CC(C#CC1=NC(=NC(=N1)NCC(F)(F)F)NCC(F)(F)F)(C)C 6-(3,3-Dimethylbut-1-yn-1-yl)-N2,N4-bis(2,2,2-trifluoroethyl)-1,3,5-triazine-2,4-diamine